FC=1C=C(CN2C=NC(=C2)NC(C(C)N2C[C@@H](C(CC2)(F)F)C2=CC=[N+](C=C2)[O-])=O)C=C(C1)F 4-((3S)-1-(1-((1-(3,5-difluorobenzyl)-1H-imidazol-4-yl)amino)-1-oxopropan-2-yl)-4,4-difluoropiperidin-3-yl)pyridine 1-oxide